2-(2-methoxycarbonylphenyl)formyloxy-1,3-propanediol COC(=O)C1=C(C=CC=C1)C(=O)OC(CO)CO